C[C@@H](\C=C\CCC)C=1C=NC=C(C1)C1=CC=CC=C1 (S,E)-3-(3-heptene-2-yl)-5-phenylpyridine